2-(6-hydroxy-2,7-dimethylindazol-5-yl)-6-(piperidin-4-yl)-[1,3]thiazolo[4,5-d]pyrimidin-7-one OC=1C(=CC2=CN(N=C2C1C)C)C=1SC2=C(N=CN(C2=O)C2CCNCC2)N1